5-[(1R)-1-(3,5-dichloro-4-pyridinyl)ethoxy]-6-fluoro-3-iodo-1-tetrahydropyran-2-yl-indazole 2-methyl-4-oxopiperidine-1-carboxylate CC1N(CCC(C1)=O)C(=O)O.ClC=1C=NC=C(C1[C@@H](C)OC=1C=C2C(=NN(C2=CC1F)C1OCCCC1)I)Cl